N-nitro-amine [N+](=O)([O-])N